1-(6-(4-isopropyl-4H-1,2,4-triazol-3-yl)pyridin-2-yl)-3-(6-(methylsulfonyl)benzo[d]thiazol-2-yl)urea C(C)(C)N1C(=NN=C1)C1=CC=CC(=N1)NC(=O)NC=1SC2=C(N1)C=CC(=C2)S(=O)(=O)C